1-(4-Methylquinazolin-2-yl)-3-(2-(morpholinosulfonyl)ethyl)guanidine CC1=NC(=NC2=CC=CC=C12)NC(=N)NCCS(=O)(=O)N1CCOCC1